N-(2-((2-methoxyethoxy)methoxy)-5-(1-oxo-6-(3-(tetrahydro-2H-pyran-3-yl)-5-(trifluoromethyl)phenyl)-3,4-dihydroisoquinolin-2(1H)-yl)phenyl)methanesulfonamide COCCOCOC1=C(C=C(C=C1)N1C(C2=CC=C(C=C2CC1)C1=CC(=CC(=C1)C(F)(F)F)C1COCCC1)=O)NS(=O)(=O)C